CC=1OC2=C(C1C(=O)NC1CCN(CC1)C)C=C(C=C2)OCC2=CC=C(C=C2)C 2-methyl-5-((4-methylbenzyl)oxy)-N-(1-methylpiperidin-4-yl)benzofuran-3-carboxamide